C[C@H]1N(C[C@@H](N(C1)C(C(=O)NC1=C2C(=CN=C1)NN=C2)=O)C2=CC=CC=C2)C(=O)C2(CC2)C 2-((2S,5R)-5-methyl-4-(1-methylcyclopropanecarbonyl)-2-phenylpiperazin-1-yl)-2-oxo-N-(1H-pyrazolo[3,4-c]pyridin-4-yl)acetamide